NC1=NN(C=2CN(CCC21)S(=O)(=O)C)C(=O)C2=C1C=C(NC1=CC=C2)C (3-amino-6-(methylsulfonyl)-4,5,6,7-tetrahydro-pyrazolo[3,4-c]pyridin-1-yl)(2-methyl-1H-indol-4-yl)methanone